ClC=1C=CC(=C(C#N)C1)C1=C2C(=C(N=N1)N[C@H]1CN(CCC1)C)C=NC=C2 5-chloro-2-(4-{[(3R)-1-methylpiperidin-3-yl]amino}pyrido[3,4-d]pyridazin-1-yl)benzonitrile